C1(CC1)C1=CC(=NN1)NC1=NC(=NC=C1)N1C2CCC(C1)(C2)C(=O)N 2-(4-((5-cyclopropyl-1H-pyrazol-3-yl)amino)pyrimidin-2-yl)-2-azabicyclo[2.2.1]heptane-4-carboxamide